CC1=C(C=CC(=N1)NC(OC(C)(C)C)=O)\C=C\C1=CC=CC=C1 tert-Butyl (E)-(6-methyl-5-styrylpyridin-2-yl)carbamate